N5-cyclopropyl-N3-methyl-1-((6-methylpyridin-2-yl)methyl)-2-oxo-1,2-dihydropyridine-3,5-dicarboxamide C1(CC1)NC(=O)C=1C=C(C(N(C1)CC1=NC(=CC=C1)C)=O)C(=O)NC